tert-butyl 1-(1-(4-(2,4-dioxotetrahydropyrimidin-1(2H)-yl)phenyl)piperidine-4-carbonyl)piperidine-4-carboxylate O=C1N(CCC(N1)=O)C1=CC=C(C=C1)N1CCC(CC1)C(=O)N1CCC(CC1)C(=O)OC(C)(C)C